(2S,5R)-5-(2-chlorophenyl)-1-(1-(4-(morpholinylsulfonyl)-2-nitrophenyl)piperidine-4-carbonyl)pyrrolidine-2-carboxylic acid ClC1=C(C=CC=C1)[C@H]1CC[C@H](N1C(=O)C1CCN(CC1)C1=C(C=C(C=C1)S(=O)(=O)N1CCOCC1)[N+](=O)[O-])C(=O)O